2-(2-fluoro-4-methylphenyl)-5-(1H-pyrazol-4-yl)-1-{[2-(trimethylsilyl)ethoxy]methyl}-1H-pyrrole-3-carboxamide FC1=C(C=CC(=C1)C)C=1N(C(=CC1C(=O)N)C=1C=NNC1)COCC[Si](C)(C)C